2-(cyclopropylmethylsulfonyl)pyridine-4-carboxamide C1(CC1)CS(=O)(=O)C1=NC=CC(=C1)C(=O)N